NC=1N=NC=C2C1NN=C2 7-Amino-pyrazolo[3,4-d]pyridazine